4-(8-amino-3-((S)-1-((E)-4-methoxybut-2-enoyl)piperidin-2-yl)imidazo[1,5-a]pyrazin-1-yl)-3-methyl-N-(pyridin-2-yl)benzamide NC=1C=2N(C=CN1)C(=NC2C2=C(C=C(C(=O)NC1=NC=CC=C1)C=C2)C)[C@H]2N(CCCC2)C(\C=C\COC)=O